ClC1=NC(=NC=C1COC)N 4-chloro-5-(methoxymethyl)pyrimidin-2-amine